C(C)(C)(C)N1CC(CC1=O)CNC(C1=CC=CC=C1)=O N-((1-(tert-butyl)-5-oxopyrrolidin-3-yl)methyl)benzamide